ClC=1C(=NC(=NC1)NC1=C(C=C(C(=C1)CC)N1CCC(CC1)N1CCNCC1)OC)NC=1C(=C2N=CC=NC2=CC1)N(S(=O)(=O)C)C N-[6-[[5-chloro-2-[5-ethyl-2-methoxy-4-(4-piperazin-1-yl-1-piperidyl)anilino]pyrimidine-4-yl]amino]quinoxalin-5-yl]-N-methyl-methanesulfonamide